C1CC12CCN(CC2)C=2C=C(C=CC2N2N=NC(=C2)C2=NC(=NC(=C2)NCC2=NC=CC=C2)N2CCC(CC2)(F)F)NS(=O)(=O)CCO N-(3-{6-azaspiro[2.5]octan-6-yl}-4-{4-[2-(4,4-difluoropiperidin-1-yl)-6-{[(pyridine-2-yl)methyl]amino}pyrimidin-4-yl]-1H-1,2,3-triazol-1-yl}phenyl)-2-hydroxyethane-1-sulfonamide